O.O.OC1=C(C=CC2=CC=CC=C12)C(=O)O hydroxy-2-naphthoate dihydrate